(2R,3R)-3-isopropyl-1-trityl-aziridine-2-carboxylic acid, benzyl ester C(C)(C)[C@@H]1[C@@H](N1C(C1=CC=CC=C1)(C1=CC=CC=C1)C1=CC=CC=C1)C(=O)OCC1=CC=CC=C1